2-hydroxyanthracene OC1=CC2=CC3=CC=CC=C3C=C2C=C1